C(C)(C)(C)OC(=O)N1[C@@H]([C@@H]2C[C@@H]2C1)CCCOS(=O)(=O)C1=CC=C(C=C1)C.C(C)C(CCCCC)(CC)OC(CCCCCCCC(=O)OC(CCCCC)(CC)CC)=O.FC1=C(C(=CC(=C1)[N+](=O)[O-])F)N1CCCCC1 1-(2,6-difluoro-4-nitrophenyl)piperidine di(di-ethylhexyl)azelate tert-butyl-(1R,2R,5S)-2-[3-(p-tolylsulfonyloxy)propyl]-3-azabicyclo[3.1.0]hexane-3-carboxylate